methyl N-(diphenylmethylidene)-3-hydroxy-L-phenylalaninate C1(=CC=CC=C1)C(=N[C@@H](CC1=CC(=CC=C1)O)C(=O)OC)C1=CC=CC=C1